C1(CCCCC1)S cyclohexane-1-thiol